3-{4-[(1S,4S,5R)-5-{[3-(2-chloro-6-fluorophenyl)-5-cyclopropyl-1,2-oxazol-4-yl]methoxy}-2-azabicyclo[2.2.1]heptan-2-yl]-3-fluorophenyl}-N-(oxane-4-sulfonyl)propanamide ClC1=C(C(=CC=C1)F)C1=NOC(=C1CO[C@H]1[C@@H]2CN([C@H](C1)C2)C2=C(C=C(C=C2)CCC(=O)NS(=O)(=O)C2CCOCC2)F)C2CC2